butyleneglycol dimethacrylate C(C(=C)C)(=O)OCCCCOC(C(=C)C)=O